8-(1H-indazol-5-yl)-7-phenyl-[1,2,4]triazolo[4,3-c]pyrimidin-5-amine N1N=CC2=CC(=CC=C12)C=1C=2N(C(=NC1C1=CC=CC=C1)N)C=NN2